1,2,6,7,8,9-hexahydro-3H-pyrrolo[3,4-f]quinolin C1NCC=2C1=C1CCCNC1=CC2